1,3-bis(2,6-diisopropylphenyl)-imidazolinium vanadium [V+5].C(C)(C)C1=C(C(=CC=C1)C(C)C)[NH+]1CN(CC1)C1=C(C=CC=C1C(C)C)C(C)C